tert-Butyl 2-{4-[5-chloro-2-(1,2-oxazol-3-yl)phenyl]-5-methoxy-2-oxopyridin-1(2H)-yl}-4-methoxybutanoate ClC=1C=CC(=C(C1)C1=CC(N(C=C1OC)C(C(=O)OC(C)(C)C)CCOC)=O)C1=NOC=C1